NCCCCCC1=CC=CC=2N(C(N(C21)C)=O)C(=O)C2C(NC(CC2)=O)=O 3-[4-(5-Aminopentyl)-3-methyl-2-oxo-benzimidazol-1-Oyl]piperidine-2,6-dione